3-(1-(methyl-d3)-1,2,5,6-tetrahydropyridin-3-yl)-4-((6,6,6-trifluorohexyl)oxy)-1,2,5-thiadiazole C(N1CC(=CCC1)C1=NSN=C1OCCCCCC(F)(F)F)([2H])([2H])[2H]